methyl 2-[4-(benzyloxymethyl)cyclohexyl]-6-[(2-methyloxazole-4-carbonyl) amino]-1,3-benzoxazole-5-carboxylate C(C1=CC=CC=C1)OCC1CCC(CC1)C=1OC2=C(N1)C=C(C(=C2)NC(=O)C=2N=C(OC2)C)C(=O)OC